(R)-tert-butyl 3-(4-(3H-[1,2,3]triazolo[4,5-b]pyridin-3-yl)-2-fluoro-N-(3-vinylpyridin-2-yl)benzamido)piperidine-1-carboxylate N1=NN(C2=NC=CC=C21)C2=CC(=C(C(=O)N(C1=NC=CC=C1C=C)[C@H]1CN(CCC1)C(=O)OC(C)(C)C)C=C2)F